1-[4-(chloromethyl)phenyl]ethanone ClCC1=CC=C(C=C1)C(C)=O